4-(amino(4,5-dichloro-2-hydroxyphenyl)methyl)-N,N-dimethylpiperidine-1-carboxamide NC(C1CCN(CC1)C(=O)N(C)C)C1=C(C=C(C(=C1)Cl)Cl)O